FC(C(=O)O)(F)F.ClC1=CC=C(CC2=CC=CC(=N2)CC(C(=O)O)=C)C=C1 2-((6-(4-chlorobenzyl)pyridin-2-yl)methyl)acrylic acid trifluoroacetic acid salt